3-((5-benzoyl-2-((4-(4-methylpiperazin-1-yl)phenyl)amino)-7H-pyrrolo[2,3-d]pyrimidin-4-yl)amino)prop-2-en-1-one C(C1=CC=CC=C1)(=O)C1=CNC=2N=C(N=C(C21)NC=CC=O)NC2=CC=C(C=C2)N2CCN(CC2)C